C12CN(CC(N1)C2)C2=CC=C(C=N2)C=2C=1N(C(=C(C2)OCC(C)(C)O)F)N=CC1C#N 4-(6-(3,6-diazabicyclo[3.1.1]heptane-3-yl)pyridin-3-yl)-7-fluoro-6-(2-hydroxy-2-methylpropoxy)pyrazolo[1,5-a]pyridine-3-carbonitrile